Tert-butyl-(S)-(7,8-dimethoxy-5-methyl-4-oxo-2,3,4,5-tetrahydrobenzo[b][1,4]oxazepin) C(C)(C)(C)[C@@H]1CC(N(C2=C(O1)C=C(C(=C2)OC)OC)C)=O